N1N=NN=C1C1=C(C=CC=C1)C1=CC=C(C=C1)CN1C=NC=C1 1-[(2'-(1H-tetrazol-5-yl)biphenyl-4-yl)methyl]imidazole